C(C)OC(COC1=C(C=C(C(=C1)C1=NN(C(=C1Cl)OC(F)F)C)F)Cl)=O Ethyl-2-chloro-5-(4-chloro-5-difluoromethoxy-1-methylpyrazole-3-yl)-4-fluorophenoxyacetate